2,6-bis(trimethoxysilyl)heptane CO[Si](C(C)CCCC(C)[Si](OC)(OC)OC)(OC)OC